2-(2-Chlorophenyl)-N-(4-[1-(2,2-difluoroethyl)-1H-pyrazol-4-yl]-3-{[(dimethylamino)methylene]sulfamoyl}phenyl)acetamide ClC1=C(C=CC=C1)CC(=O)NC1=CC(=C(C=C1)C=1C=NN(C1)CC(F)F)S(N=CN(C)C)(=O)=O